(R)-2-((3S,5S)-1-(4-(trifluoromethyl)benzyl)-5-(4-(trifluoromethyl)phenyl)piperidin-3-yl)propanoic acid FC(C1=CC=C(CN2C[C@@H](C[C@H](C2)C2=CC=C(C=C2)C(F)(F)F)[C@H](C(=O)O)C)C=C1)(F)F